(2S)-1,4-bis[2-(4-chloro-3-fluorophenoxy)acetamido]bicyclo[2.2.2]octan-2-yl Ethoxyacetate C(C)OCC(=O)O[C@@H]1C2(CCC(C1)(CC2)NC(COC2=CC(=C(C=C2)Cl)F)=O)NC(COC2=CC(=C(C=C2)Cl)F)=O